4-(3-Chloroanilino)-5',6'-difluoro-2'-[(2R)-2-methyl-3-{[(5R)-5-methyl-5,6,7,8-tetrahydroquinolin-4-yl]oxy}propyl]-2',3'-dihydrospiro[cyclohexane-1,1'-indene]-4-carboxylic acid ClC=1C=C(NC2(CCC3(C(CC4=CC(=C(C=C34)F)F)C[C@H](COC3=CC=NC=4CCC[C@H](C34)C)C)CC2)C(=O)O)C=CC1